(6-fluoro-2-methyl-3-pyridyl)boronic acid FC1=CC=C(C(=N1)C)B(O)O